FC1=CC=C(C=C1)C(C)(C)N1C(CCC1=O)CC(=O)O 2-[1-[2-(4-fluorophenyl)propan-2-yl]-5-oxopyrrolidin-2-yl]acetic acid